1-{[(2R,5R)-1-{2-[6-(1,1-Difluoro-3-methylbutyl)-3,3-dimethyl-1H,2H,3H-pyrrolo[3,2-c]pyridin-1-yl]-2-oxoethyl}-5-methylpiperazin-2-yl]methyl}pyrrolidin-2-one hydrochloride Cl.FC(CC(C)C)(F)C1=CC2=C(C=N1)C(CN2C(CN2[C@H](CN[C@@H](C2)C)CN2C(CCC2)=O)=O)(C)C